CN(C(=S)N)CCC methylpropylthiourea